N,N-diethyl-N-methyl-N-(6-hydroxyhexyl)ammonium iodide [I-].C(C)[N+](CCCCCCO)(C)CC